ClC=1C=C(C=C(C1)Cl)N1CCOCC1 (3,5-dichlorophenyl)morpholine